Cl.C1(=CC=CC=C1)CC(C)N1N=CC(=C1)CN (1-(1-phenylpropan-2-yl)-1H-pyrazol-4-yl)methylamine hydrochloride